[OH-].[Na+].[Zn+2].C(C=C)(=O)OC[Si](OC)(C)C.[OH-].[OH-] acryloxymethyl-dimethylmethoxysilane zinc-sodium hydroxide